BrC1=C(C=C(C(=O)N(C)C2COCC=3NC(C=4C=C(C(=CC4C32)F)F)=O)C=C1F)F 4-bromo-N-(8,9-difluoro-6-oxo-1,4,5,6-tetrahydro-2H-pyrano[3,4-c]isoquinolin-1-yl)-3,5-difluoro-N-methylbenzamide